6-acetyl-8-cyclopentyl-2-(6-methyl-5-piperazin-1-yl-pyridin-2-ylamino)-8H-pyrido[2,3-d]Pyrimidin-7-one C(C)(=O)C1=CC2=C(N=C(N=C2)NC2=NC(=C(C=C2)N2CCNCC2)C)N(C1=O)C1CCCC1